8-((2-chlorothiazol-5-yl)methyl)-3-(3-(difluoromethyl)phenyl)pyrido[2,3-d]pyrimidine-2,4(3H,8H)-dione ClC=1SC(=CN1)CN1C=CC=C2C1=NC(N(C2=O)C2=CC(=CC=C2)C(F)F)=O